COC1=CC=C(C=C1)S(=O)(=O)/C=C/C#N (2E)-3-[(4-methoxyphenyl)sulfonyl]-2-propenenitrile